C1(=CC=CC=C1)NC=1C(C(C1NCC1=NC=CC=C1)=O)=O (phenylamino)-4-((pyridin-2-ylmethyl)amino)cyclobut-3-ene-1,2-dione